C1(CCC1)C(=O)N1[C@H]2CN([C@H](C1)C2)C2=NC(=NC=C2C#N)C=2C=NN(C2)C 4-[(1S,4R)-5-(cyclobutylcarbonyl)-2,5-diazabicyclo[2.2.1]hept-2-yl]-2-(1-methyl-1H-pyrazol-4-yl)pyrimidine-5-carbonitrile